6-(7H-pyrrolo[2,3-d]pyrimidin-5-yl)-[1,2,4]triazolo[1,5-a]pyridine N1=CN=CC2=C1NC=C2C=2C=CC=1N(C2)N=CN1